NC1=CC=C(CN2C(C(C3=CC=CC=C23)C2OCC(CO2)(C)C)=O)C=C1 1-(4-aminobenzyl)-3-(5,5-dimethyl-1,3-dioxan-2-yl)-2-ketoindol